methyl 4-hydroxy-1-(3-methyltetrahydrofuran-3-yl)-6-oxo-1,6-dihydropyridine-3-carboxylate OC=1C(=CN(C(C1)=O)C1(COCC1)C)C(=O)OC